ClC1=C(C=CC=C1C1=C(C(=NC=C1)C=1C=NC(=C(C1)OC)CNC1CCOCC1)Cl)C=1C=C(C(=NC1)CNC1CCOCC1)OC N-((5-(2-chloro-3-(3-chloro-5'-methoxy-6'-(((tetrahydro-2H-pyran-4-yl)amino)methyl)-[2,3'-bipyridin]-4-yl)phenyl)-3-methoxypyridin-2-yl)methyl)tetrahydro-2H-pyran-4-amine